OC1=C2C(C(=COC2=CC(=C1)O)C1=CC(=C(C=C1)O)OC)=O 5,7-dihydroxy-3-(4-hydroxy-3-methoxyphenyl)chromen-4-one